CCN(CC)C1=CC=C(C=C1)C N,N-Diethyl-p-toluidine